NC1=CC(=C(OCCN2C[C@H](N(CC2)C(=O)OC(C)(C)C)C)C=C1)CC (R)-tert-Butyl 4-(2-(4-amino-2-ethylphenoxy)ethyl)-2-methylpiperazine-1-carboxylate